CC(=C)C=C 2-methylbut-1,3-diene